FC(OC1=NN(C(=C1)C)C(=O)OC(C)(C)C)F tert-Butyl 3-(difluoromethoxy)-5-methyl-pyrazole-1-carboxylate